NC=1C(=C(C=C2C=C(N=CC12)NC1=NN2C(CN(C(C2)=O)C)=C1)C=1C=NC=C(C1C)N)F 2-(8-amino-6-(5-amino-4-methylpyridin-3-yl)-7-fluoroisoquinolin-3-ylamino)-5-methyl-4,5-dihydropyrazolo[1,5-a]pyrazin-6(7H)-one